C(C)C1=NN=C2N1C=CC=C2C(F)(F)F 3-ethyl-8-(trifluoromethyl)[1,2,4]triazolo-[4,3-a]pyridine